C[C@H]1CN(CCN1C)C=1C=C(C2=C(C1C)OC(C=1CN(CCC12)C(=O)C1=CC(=C(C=C1)NS(=O)(=O)C)OC(F)(F)F)=O)C (S)-N-(4-(8-(3,4-dimethylpiperazin-1-yl)-7,10-dimethyl-5-oxo-1,3,4,5-tetrahydro-2H-chromeno[3,4-c]pyridine-3-carbonyl)-2-(trifluoromethoxy)phenyl)methanesulfonamide